(1s,3s)-3-{3-[4-chloro-2-(methoxymethoxy)-6-methylphenyl]-5-methyl-7H-pyrrolo[2,3-c]pyridazin-7-yl}-1-methylcyclobutanol ClC1=CC(=C(C(=C1)C)C1=CC2=C(N=N1)N(C=C2C)C2CC(C2)(O)C)OCOC